(±)-N-((1-benzylpiperidin-3-yl)methyl)-2-methoxyethan-1-amine C(C1=CC=CC=C1)N1C[C@H](CCC1)CNCCOC |r|